7-(2-methyl-4-nitrophenoxy)-[1,2,4]triazolo[4,3-a]pyridine CC1=C(OC2=CC=3N(C=C2)C=NN3)C=CC(=C1)[N+](=O)[O-]